C(OC[C@]1(O[C@H](C[C@@H]1O)N1C2=NC(=NC(=C2N=C1)N)F)C#C)(OCCC12CC3CC(CC(C1)C3)C2)=O ((2R,3S,5R)-5-(6-amino-2-fluoro-9H-purin-9-yl)-2-ethynyl-3-hydroxy-tetra-hydrofuran-2-yl)methyl 2-(1-adamantyl)ethyl carbonate